2-[2-(3,4-difluoro-2-methyl-phenoxy)-4-methyl-5-(trifluoromethyl)-3-pyridyl]-5-(2-oxopyrrolidin-1-yl)-1H-1,6-naphthyridin-4-one FC=1C(=C(OC2=NC=C(C(=C2C=2NC3=CC=NC(=C3C(C2)=O)N2C(CCC2)=O)C)C(F)(F)F)C=CC1F)C